[Si](C)(C)(C(C)(C)C)O[C@@H](COC)C1=CC=C(C=N1)N |r| rac-6-(1-((tert-butyldimethylsilyl)oxy)-2-methoxyethyl)pyridin-3-amine